ClC1=CC=C(CC2CCC(C2(O)CN2N=CN=C2)(C)CCl)C=C1 5-(4-chlorobenzyl)-2-(chloromethyl)-2-methyl-1-(1H-1,2,4-triazol-1-ylmethyl)cyclopentan-1-ol